C(CC)NS(=O)(=O)C1=CC=C(C=C1)C1=CC=C(C=C1)CC#C N-propyl-4'-propargyl-4-biphenylsulfonamide